FC1=C(C=C(C=N1)CC1=CC(=NC=C1)N1N=C(C=2C(NCCC21)=O)C)C 1-(4-((6-fluoro-5-methylpyridin-3-yl)methyl)pyridin-2-yl)-3-methyl-1,5,6,7-tetrahydro-4H-pyrazolo[4,3-c]pyridin-4-one